2-((2S,3R)-3-((tert-Butyldimethylsilyl)oxy)-2-(cyclopentyloxy)-3-(3-methoxy-4-vinylphenyl)propyl)-6-methoxybenzo[d]thiazole-4-carboxylic acid ethyl ester C(C)OC(=O)C=1C=C(C=C2C1N=C(S2)C[C@@H]([C@@H](C2=CC(=C(C=C2)C=C)OC)O[Si](C)(C)C(C)(C)C)OC2CCCC2)OC